COC(=O)C1=C(N=C(S1C1OC(OC1C)=O)C1=CC(=C(C=C1)OCC(C)C)C#N)C (5-methyl-2-oxo-1,3-dioxolan-4-yl)2-(3-cyano-4-isobutoxyphenyl)-4-methylthiazole-5-carboxylic acid methyl ester